CCC(C)C 1,2-dimethylpropane